D-glucopyranosyl-(1→2)-D-glucopyranose C1([C@H](O)[C@@H](O)[C@H](O)[C@H](O1)CO)O[C@H]1C(O)O[C@@H]([C@H]([C@@H]1O)O)CO